CSC[C@@H](C)N (R)-1-methylsulfanyl-2-propylamine